C(C)OC(\C=C\C1=C(C2=C(N(N=N2)CCCOCCOCC2=CC=CC=C2)C=C1)C)=O.C(C)OC(C=C)=O.C(C)OCCOCCC(C(=O)O)=C.C(C=C)(=O)OCCOCCOCC ethoxyethoxyethyl acrylate (ethoxyethoxyethyl acrylate) ethyl-acrylate ethyl-(2E)-3-(1-{3-[2-(benzyloxy)ethoxy]propyl}-4-methyl-1H-benzotriazol-5-yl)prop-2-enoate